FC1=C(C(=C2C=NNC2=C1)C1=C(C(=NC2=CC=CC=C12)N1CC2(CN(C2)C(C=C)=O)CC1)C#N)C 4-(6-fluoro-5-methyl-1H-indazol-4-yl)-2-(2-(2-propenoyl)-2,6-diazaspiro[3.4]octan-6-yl)-3-quinolinecarbonitrile